BrC1=NN(C(C=C1)=C=O)CC(=O)O 2-(3-bromo-6-carbonylpyridazin-1(6H)-yl)acetic acid